Behenyl-Propylenediamine C(CCCCCCCCCCCCCCCCCCCCC)NC(CN)C